(S)-4-(3-(1-acetyl-4-acryloylpiperazin-2-yl)-5-chloro-2-fluorophenyl)-N-methylpicolinamide tert-butyl-3-(3-bromo-5-chloro-2-fluorophenyl)piperazine-1-carboxylate C(C)(C)(C)OC(=O)N1CC(NCC1)C1=C(C(=CC(=C1)Cl)Br)F.C(C)(=O)N1[C@H](CN(CC1)C(C=C)=O)C=1C(=C(C=C(C1)Cl)C1=CC(=NC=C1)C(=O)NC)F